CN1C=C(C2=CC=CC=C12)C1=NC(=NC=C1)OC1=CC=C(N(CCCCN2C(=NC=C2)[N+](=O)[O-])CCCCN2C(=NC=C2)[N+](=O)[O-])C=C1 4-((4-(1-methyl-1H-indol-3-yl)pyrimidin-2-yl)oxy)-N,N-bis(4-(2-nitro-1H-imidazol-1-yl)butyl)aniline